FC1(CNC2=CC(=NC=C2[C@H]1O)SC)F 3,3-difluoro-7-(methylsulfanyl)-1,2,3,4-tetrahydro-1,6-naphthyridin-4-(R)-ol